ClC=1N=C(C2=C(N1)NC=C2)O 2-chloro-7H-pyrrolo[2,3-d]pyrimidin-4-ol